C(C)(C)(C)OC(=O)N1CCCC2=CC=C(N=C12)CCCCC(CO[Si](C1=CC=CC=C1)(C1=CC=CC=C1)C(C)(C)C)(C)CO[Si](C1=CC=CC=C1)(C1=CC=CC=C1)C(C)(C)C 7-(6-((tert-butyldiphenylsilyl)oxy)-5-(((tert-butyldiphenylsilyl)oxy)methyl)-5-methylhexyl)-3,4-dihydro-1,8-naphthyridine-1(2H)-carboxylic acid tert-butyl ester